4-(5-(2,5-dichloropyrimidin-4-yl)furan-2-yl-1-(2-trimethylsilylethoxy)methyl)-1H-imidazole-2-carboxylic acid methyl ester COC(=O)C=1NC=C(N1)C(OCC[Si](C)(C)C)C=1OC(=CC1)C1=NC(=NC=C1Cl)Cl